[Mo].[Ni].[Fe].[Cr] chromium-iron-nickel-molybdenum